ClC1=NC2=CC=CN=C2C=C1[N+](=O)[O-] 2-Chloro-3-nitro-1,5-naphthyridine